FC(OC1=C(C=C(C(=C1)N(C)CCN(C)C)N)NC1=NC=CC(=N1)N1CC2(C3=NC(=CC=C31)C)CCC2)F 5-(difluoromethoxy)-N1-(2-(dimethylamino)ethyl)-N1-methyl-N4-(4-(5'-methylspiro[cyclobutane-1,3'-pyrrolo[3,2-b]pyridin]-1'(2'H)-yl)pyrimidin-2-yl)benzene-1,2,4-triamine